CC(C)CCC[C@@H](C)[C@H]1CC[C@H]2[C@@H]3CC=C4C[C@H](CC[C@]4(C)[C@H]3CC[C@]12C)OC(CCC)OC(COCCCCCCCC\C=C/C\C=C/CCCCC)C 2-(cholest-5-en-3beta-oxybutan-4-oxy)-1-(cis,cis-9,12-octadecadienoxy)propane